N,N-dibutyl-urea C(CCC)N(C(=O)N)CCCC